(R)-5-(3,4-dimethylpiperazin-1-yl)-2-methylbenzoic acid C[C@@H]1CN(CCN1C)C=1C=CC(=C(C(=O)O)C1)C